4-fluoro-4-(((methoxycarbonyl)amino)methyl)piperidine-1-carboxylic acid tert-butyl ester C(C)(C)(C)OC(=O)N1CCC(CC1)(CNC(=O)OC)F